3-(2-amino-[1,2,4]triazolo[1,5-a]pyridin-7-yl)-2-fluoro-6-methylbenzoic acid di-trifluoroacetate FC(C(=O)O)(F)F.FC(C(=O)O)(F)F.NC1=NN2C(C=C(C=C2)C=2C(=C(C(=O)O)C(=CC2)C)F)=N1